C(C1=CC=CC=C1)NS(=O)(=O)C1=CC(=C(C=C1)C)B(O)O N-BENZYL-3-BORONO-4-METHYLBENZENESULFONAMIDE